5-(4-chloro-2-fluoro-phenyl)-2,3-dimethyl-7-((2R)-2-(5-methyl-1,3,4-oxadiazol-2-yl)-4-morpholinyl)pyrido-[4,3-d]pyrimidin-4(3H)-one ClC1=CC(=C(C=C1)C1=NC(=CC=2N=C(N(C(C21)=O)C)C)N2C[C@@H](OCC2)C=2OC(=NN2)C)F